methyl 2-(4-(tert-butyl)-2-methoxyphenyl)-4,6-dimethylpyrimidine-5-carboxylate C(C)(C)(C)C1=CC(=C(C=C1)C1=NC(=C(C(=N1)C)C(=O)OC)C)OC